tert-butyl (2S,6R)-4-(6-(5-chloropyrazolo[1,5-a]pyridin-3-yl)pyridin-2-yl)-2,6-dimethylpiperazine-1-carboxylate ClC1=CC=2N(C=C1)N=CC2C2=CC=CC(=N2)N2C[C@@H](N([C@@H](C2)C)C(=O)OC(C)(C)C)C